FC(C(=O)O)(F)F.COC1=CC=C2CN(C(C2=C1)=O)C1CCN(CC1)C 6-methoxy-2-(1-methylhexahydropyridin-4-yl)-2,3-dihydro-1H-isoindol-1-one trifluoroacetate